(6-(2H-1,2,3-triazol-2-yl)-5-(trifluoromethyl)pyridin-3-yl)-5-(1,3,4-thiadiazol-2-yl)-3,4-dihydroquinoline-1(2H)-carboxamide N=1N(N=CC1)C1=C(C=C(C=N1)C1N(C2=CC=CC(=C2CC1)C=1SC=NN1)C(=O)N)C(F)(F)F